tert-butyl-(4-((tert-butoxycarbonyl)amino)butyl)(3-((3-(4-(6-oxo-2,2-diphenyl-6H-[1,3]dioxolo[4,5-h]chromen-8-yl)phenyl)propyl)amino)propyl)carbamate C(C)(C)(C)OC(N(CCCNCCCC1=CC=C(C=C1)C=1OC=2C3=C(C=CC2C(C1)=O)OC(O3)(C3=CC=CC=C3)C3=CC=CC=C3)CCCCNC(=O)OC(C)(C)C)=O